C(C)C=1C(NC=2C=C(C=NC2C1)CN1CCN(CC1)C=1C=CC(=NC1)C(=O)O)=O 5-(4-((7-ethyl-6-oxo-5,6-dihydro-1,5-naphthyridin-3-yl)methyl)piperazin-1-yl)picolinic acid